C(C)(C)(C)OC(=O)N1CC(N(CC1)CC1=CC=C(C=C1)Br)=O 4-((4-bromophenyl)methyl)-3-oxo-piperazine-1-carboxylic acid tert-butyl ester